ClC1=NC(=CC(=C1)C(C1=CC=C(C(=O)NCCCN(C)C)C=C1)(F)F)N1CCN(CC1)S(=O)(=O)C1=CC=C(C=C1)N1C(C[C@H](C1)N)=O 4-[[2-chloro-6-[4-[4-[(4R)-4-amino-2-oxo-pyrrolidin-1-yl]phenyl]sulfonylpiperazin-1-yl]-4-pyridyl]-difluoro-methyl]-N-[3-(dimethylamino)propyl]benzamide